OC=1C(C2=CC=CC=C2C(C1SCCCCCCCCCC)=O)=O 2-Hydroxy-3-decylthio-1,4-naphthoquinone